Furfuric acid C(C1=CC=CO1)(=O)O